FC=1C=2C3=C(C(NC2C=C(C1)CN1CCN(CC1)C=1C(=NC(=CC1)C(NC)=O)C)=O)C=CS3 9-fluoro-7-((4-(2-methyl-6-(methylcarbamoyl)pyridin-3-yl)piperazin-1-yl)methyl)thieno[3,2-c]quinolin-4(5H)-one